(2-(2,6-dioxopiperidin-3-yl)-3-oxoisoindolin-5-yl)methyl (5-phenylpyridin-2-yl)carbamate C1(=CC=CC=C1)C=1C=CC(=NC1)NC(OCC=1C=C2C(N(CC2=CC1)C1C(NC(CC1)=O)=O)=O)=O